1,1-dimethyl-3-(4-sulfobutyl)-1H-benzo[E]indol-3-ium CC1(C=[N+](C=2C=CC3=C(C12)C=CC=C3)CCCCS(=O)(=O)O)C